ethyl-3-chloro-1-(3-chloropyridin-2-yl)-4,5-dihydro-1H-pyrazole-5-carboxylate (ethyl 3-chloro-1-(3-chloropyridin-2-yl)-4,5-dihydro-1H-pyrazole-5-carboxylate) C(C)C1C(=NN(C1C(=O)O)C1=NC=CC=C1Cl)Cl.C(C)OC(=O)C1CC(=NN1C1=NC=CC=C1Cl)Cl